BrC1=C(C=C2N=CC=3N(C(N4[C@H](COC1=C2C34)C(C)C)=O)C)F (S)-7-bromo-6-fluoro-10-isopropyl-2-methyl-9,10-dihydro-8-oxa-2,4,10a-triazanaphtho[2,1,8-cde]azulene-1(2H)-one